N1=CC(=CC=C1)C=1C=CC=C(C1)O 5-(pyridin-3-yl)-phenol